tert-butyl (2S)-4-[{(1R)-1-[1-benzyl-4-(2,5-difluorophenyl)-1H-imidazol-2-yl]-2,2-dimethylpropyl}(chloroacetyl)amino]-2-[(tert-butoxycarbonyl)amino]butanoate C(C1=CC=CC=C1)N1C(=NC(=C1)C1=C(C=CC(=C1)F)F)[C@@H](C(C)(C)C)N(CC[C@@H](C(=O)OC(C)(C)C)NC(=O)OC(C)(C)C)C(CCl)=O